C1OC=2C=C(CC(NO)C)C=CC2O1 3,4-Methylenedioxy-N-hydroxyamphetamine